CN1CCC(CC1)C1=CC=2C(=NC=CC2C2CCN(CC2)C(=O)C2=C(C=C(C=C2)OC(F)(F)F)NC(OC(C)(C)C)=O)N1 tert-butyl N-(2-[4-[2-(1-methylpiperidin-4-yl)-1H-pyrrolo[2,3-b]pyridin-4-yl]piperidine-1-carbonyl]-5-(trifluoromethoxy)phenyl)carbamate